FC1=C(C(=CC=C1)F)C=1N(C=CN1)C 2-(2,6-Difluorophenyl)-1-methyl-1H-imidazole